C1NCC12CC(C2)OC(=O)N2C=CC1=C2N=CN=C1N(C)[C@H]1CN(CC[C@H]1C)C(CC#N)=O 2-azaspiro[3.3]heptan-6-yl-4-(((3R,4R)-1-(2-cyanoacetyl)-4-methylpiperidin-3-yl) (methyl) amino)-7H-pyrrolo[2,3-d]pyrimidine-7-carboxylate